(4-(trifluoromethoxy)phenyl)-methanamine hydrochloride Cl.FC(OC1=CC=C(C=C1)CN)(F)F